(5-(difluoromethyl)-6-(2H-1,2,3-triazol-2-yl)pyridin-3-yl)carbamic acid FC(C=1C=C(C=NC1N1N=CC=N1)NC(O)=O)F